ClC=1C=C(C=CC1F)C(C=1NC(=C(N1)S(=O)(=O)C)C)NC1=C(C=CC=C1)O 2-(((3-chloro-4-fluorophenyl)(5-methyl-4-(methylsulfonyl)-1H-imidazol-2-yl)methyl)amino)phenol